BrC=1C=NN2C1N=C(N=C2NCC2=NC1=C(N2COCC[Si](C)(C)C)C=C(C=C1)CCNC(OC(C)(C)C)=O)S(=O)(=O)C tert-butyl {2-[2-({[8-bromo-2-(methanesulfonyl)pyrazolo[1,5-a][1,3,5]triazin-4-yl]amino}methyl)-1-{[2-(trimethylsilyl)ethoxy]methyl}-1H-benzimidazol-6-yl]ethyl}carbamate